methyl 4-((5-phenyl-1-(4-(trifluoromethyl)benzyl)-1H-benzo[d][1,2,3]triazole-7-carboxamido)methyl)benzoate C1(=CC=CC=C1)C1=CC2=C(N(N=N2)CC2=CC=C(C=C2)C(F)(F)F)C(=C1)C(=O)NCC1=CC=C(C(=O)OC)C=C1